COC(C(CCO[Si](C)(C)C(C)(C)C)N)=O 2-Amino-4-[(tert-Butyldimethylsilyl)oxy]butanoic acid methyl ester